tert-Butyl (1R,5S,6s)-6-(4-cyclopropyl-2-methylphenyl)-2,4-dioxo-3-azabicyclo[3.1.0]hexane-3-carboxylate C1(CC1)C1=CC(=C(C=C1)C1[C@@H]2C(N(C([C@H]12)=O)C(=O)OC(C)(C)C)=O)C